7-isobutyl-4-(2-(3-methylbenzylidene)hydrazinyl)-6,7-dihydro-5H-pyrrolo[2,3-d]pyrimidine C(C(C)C)N1CCC2=C1N=CN=C2NN=CC2=CC(=CC=C2)C